C(C)OCCOCCOC1=CC=C(C=N1)C1=NC(=C2C(=N1)N(N=C2)C2=CC=C(C=C2)C)NC(=O)C=2SC(=CC2)[N+](=O)[O-] N-(6-(6-(2-(2-ethoxyethoxy)ethoxy)pyridin-3-yl)-1-(p-tolyl)-1H-pyrazolo[3,4-d]pyrimidin-4-yl)-5-nitrothiophene-2-carboxamide